CN1C=2C(NC(=NC2NCC1)N)=O 5-methyl-7,8-dihydropterin